FC(C(=O)O)(F)F.N[C@@H](CC(N)=O)C(=O)N1[C@@H](CCC1)C(=O)N[C@@H](C(C)C)C(=O)NC1=NC=2C=CC=CC2C2=C1N=C(N2CC(C)(C)O)COCC L-asparaginyl-L-prolyl-N-[2-(ethoxymethyl)-1-(2-hydroxy-2-methylpropyl)-1H-imidazo[4,5-c]quinolin-4-yl]-L-valinamide trifluoroacetate